cis-5-chloro-N-(1-methyl-1H-pyrazol-4-yl)-4-(3a-methylhexahydropyrrolo[3,4-c]pyrrol-2(1H)-yl)pyrimidin-2-amine hydrochloride Cl.ClC=1C(=NC(=NC1)NC=1C=NN(C1)C)N1C[C@@H]2CNC[C@@]2(C1)C